4-((5-(trimethylsilyl)-1H-1,2,3-triazol-4-yl)methyl)benzaldehyde C[Si](C1=C(N=NN1)CC1=CC=C(C=O)C=C1)(C)C